9h-pyrimido[4,5-d]azepin-4-amine N1=CN=C(C2=C1CC=NC=C2)N